FC=1C=C(CNC=2C=C3C(=NNC3=CC2)/C=C/C(=O)N2C[C@@H](CC2)O)C=C(C1)F (R,E)-3-(5-((3,5-difluorobenzyl)amino)-1H-indazol-3-yl)-1-(3-hydroxylpyrrolidin-1-yl)prop-2-en-1-one